C12C(NCCC2C1)=O 3-azabicyclo[4.1.0]heptan-2-one